5-(4,4,5,5-tetramethyl-1,3,2-dioxaborolan-2-yl)pyrazolo[1,5-a]pyridine-3-carboxylic acid ethyl ester C(C)OC(=O)C=1C=NN2C1C=C(C=C2)B2OC(C(O2)(C)C)(C)C